C(C)C=1C=NC(=NC1)N1C[C@H](CC1)COC1=C(C=C(C=C1)C1=CC2=C([S@@](CO2)=O)C=C1)F (S)-6-(4-(((S)-1-(5-ethylpyrimidin-2-yl)pyrrolidin-3-yl)methoxy)-3-fluorophenyl)-2H-benzo[d][1,3]oxathiole 3-oxide